4-(4-amino-2-fluoro-5-(methylthio)phenyl)-7-(1-(tetrahydro-2H-pyran-2-yl)-1H-pyrazol-4-yl)isoxazolo[4,5-C]pyridin-3-amine NC1=CC(=C(C=C1SC)C1=NC=C(C2=C1C(=NO2)N)C=2C=NN(C2)C2OCCCC2)F